2-[(3R,5S)-3,5-dimethylpiperazin-1-yl]ethyl 5-[[4-[[2-(6-methyl-2-pyridyl)pyrimidin-4-yl]amino]pyrimidin-2-yl]amino]pyridine-2-carboxylate CC1=CC=CC(=N1)C1=NC=CC(=N1)NC1=NC(=NC=C1)NC=1C=CC(=NC1)C(=O)OCCN1C[C@H](N[C@H](C1)C)C